Monofluoroethan FCC